(3-(2-((cis-2-((dimethylamino)methyl)cyclopentyl)amino)-5-(trifluoromethyl)pyrimidine-4-yl)-1H-indol-7-yl)dimethylphosphine oxide CN(C)C[C@@H]1[C@@H](CCC1)NC1=NC=C(C(=N1)C1=CNC2=C(C=CC=C12)P(C)(C)=O)C(F)(F)F